3-(4-bromo-2-methyl-phenyl)sulfonyl-4-methyl-1H-indole BrC1=CC(=C(C=C1)S(=O)(=O)C1=CNC2=CC=CC(=C12)C)C